benzenetriamine C1=CC(=C(C(=C1)N)N)N